C(C)(=O)O[C@H]1[C@@H](OC[C@H]([C@@H]1OC(C)=O)OC(C)=O)N=[N+]=[N-] 2,3,4-tri-O-acetyl-β-D-xylopyranosylazide